C(C1=C(C(=C(C(=C1)C)O)CO)C)C1=C(C(=C(C(=C1)C)O)CO)C 4,4'-methylenebis(2-hydroxymethyl-3,6-dimethylphenol)